N-(1-(3-cyano-9-ethyl-6,6-dimethyl-11-oxo-6,11-dihydro-5H-benzo[b]carbazol-8-yl)piperidin-4-yl)-6-((2-(2,6-dioxopiperidin-3-yl)-1,3-dioxoisoindolin-4-yl)thio)hexanamide C(#N)C1=CC=C2C=3C(C4=C(C(C3NC2=C1)(C)C)C=C(C(=C4)CC)N4CCC(CC4)NC(CCCCCSC4=C1C(N(C(C1=CC=C4)=O)C4C(NC(CC4)=O)=O)=O)=O)=O